4-(1H-imidazol-1-yl)-2-((1S*,2S*)-2-(4-methylpyrimidin-2-yl)cyclopropyl)quinolin N1(C=NC=C1)C1=CC(=NC2=CC=CC=C12)[C@@H]1[C@H](C1)C1=NC=CC(=N1)C |o1:15,16|